OC(=O)C(F)(F)F.C1(CC1)N1N=CC(=C1)C1CNCCO1 2-(1-cyclopropyl-1H-pyrazol-4-yl)morpholine TFA salt